C(C)(C)(C)OC(=O)NC(C(=O)OCC1=CC=CC=C1)C(C=C)(C)C 1-Benzyl 2-((tert-butoxycarbonyl)amino)-3,3-dimethylpent-4-enoate